Dimethyl-ethyl-tin hydride C[SnH](CC)C